C(CCCCCCCCCCC\C=C/CCCCCCCC)(=O)OC(C)(CCCC(CC)C)C 2,6-dimethyl-octan-2-yl erucate